[2-[4-(benzyloxy)-7-(2-propenyl)indol-3-yl]ethyl]dimethylamine C(C1=CC=CC=C1)OC1=C2C(=CNC2=C(C=C1)CC=C)CCN(C)C